C(C)(=O)N1CCP(CC1)(=O)C1=CC2=C(N=C(N=C2N[C@H](C)C=2C(=C(C=CC2)C(CN(C(C)=O)C2CC2)(F)F)F)C)C=N1 N-(2-{3-[(1R)-1-{[6-(1-acetyl-4-oxo-1,4lambda5-azaphosphinan-4-yl)-2-methylpyrido[3,4-d]pyrimidin-4-yl]amino}ethyl]-2-fluorophenyl}-2,2-difluoroethyl)-N-cyclopropylacetamide